1-(4-(4-((2-fluoro-4-((4-(2-methoxypyrimidin-5-yl)thiazol-2-yl)oxy)phenyl)amino)-7H-pyrrolo[2,3-d]pyrimidin-5-yl)piperidin-1-yl)prop-2-en-1-one FC1=C(C=CC(=C1)OC=1SC=C(N1)C=1C=NC(=NC1)OC)NC=1C2=C(N=CN1)NC=C2C2CCN(CC2)C(C=C)=O